BrC1=CC=C(C=C1)N1NC(=CN=C1)C1OCCC1 2-(4-bromophenyl)-6-(2-tetrahydrofuryl)-1,2,4-triazine